N1N=CC(=C1)C(=O)N Pyrazole-4-amide